(R)-(6-(4-(2-(2-hydroxy-2-methylpropoxy)phenyl)piperidin-1-yl)-2-azaspiro[3.4]octan-2-yl)(oxetan-3-yl)methanone OC(COC1=C(C=CC=C1)C1CCN(CC1)[C@H]1CC2(CN(C2)C(=O)C2COC2)CC1)(C)C